OC1=C(C=CC(=C1)OCCCCCC)C1=C(C=CC(=C1)C1=CC=CC=C1)C1=NC=NC=N1 2-(2-hydroxy-4-hexyloxyphenyl)-4,6-biphenylyl-s-triazine